C(C)OC(C(=C)C1=C(C=CC=C1)CCCC(C)=O)=O (2-(4-oxopentyl)phenyl)acrylic acid ethyl ester